CC1=C(C=C(C=C1)NC(C1=NC=CC(=C1)C(F)(F)F)=O)C1=CC2=C(N=C(N=C2)NC)N2C1=N[C@@H](C2)C (R)-N-(4-methyl-3-(8-methyl-2-(methylamino)-8,9-dihydroimidazo[1',2':1,6]pyrido[2,3-d]pyrimidin-6-yl)phenyl)-4-(trifluoromethyl)picolinamide